ClC1=CC=C2C=CN=C(C2=C1)NC=1C=CC(=NC1)C(=O)NCC=1C=CC2=C(CCO2)C1 5-((7-chloroisoquinolin-1-yl)amino)-N-((2,3-dihydrobenzofuran-5-yl)methyl)pyridinecarboxamide